4-phenylene bis(3-aminobenzoate) NC=1C=C(C(=O)OC2=C(C=CC=C2)OC(C2=CC(=CC=C2)N)=O)C=CC1